4-(3-bromoazetidin-1-yl)-8-fluoro-2-(((2R,7aS)-2-fluorotetrahydro-1H-pyrrolizin-7a(5H)-yl)methoxy)-7-(naphthalen-1-yl)pyrido[4,3-d]pyrimidine BrC1CN(C1)C=1C2=C(N=C(N1)OC[C@]13CCCN3C[C@@H](C1)F)C(=C(N=C2)C2=CC=CC1=CC=CC=C21)F